N[C@@H]1C2=CC=CC=C2CC12CCN(CC2)C2=C(C(N(C(=N2)C)C2=C(C(=CC=C2)Cl)Cl)=O)C([2H])([2H])[2H] 6-[(1S)-1-amino-1,3-dihydrospiro[indene-2,4'-piperidin]-1'-yl]-3-(2,3-dichlorophenyl)-5-(2H3)methyl-2-methyl-3,4-dihydropyrimidin-4-one